C(CCCCCCCCC)(=O)OC(CCCCCCCCC)=O n-decanoic acid anhydride